6-chloro-2-[(4-chloro-3-methyl-1,2-thiazol-5-yl)amino]quinazolin ClC=1C=C2C=NC(=NC2=CC1)NC1=C(C(=NS1)C)Cl